(4-methyl-5,6,7,8-tetrahydroquinolin-8-yl)methylamine CC1=CC=NC=2C(CCCC12)CN